CC(CC[Si](O[Si](C)(C)C)(O[Si](C)(C)C)C)(C)C 3,3-dimethylbutyl-1,1,1,3,5,5,5-heptamethyltrisiloxane